4,5,6-trichloro-2-(2-fluoro-4-pyridinyl)pyrimidine ClC1=NC(=NC(=C1Cl)Cl)C1=CC(=NC=C1)F